5,6-dihydroxy-bicyclo[2.2.1]hept-2-ene OC1C2C=CC(C1O)C2